C(C1=CC=CC=C1)OC(NCCNC1=NC2=C(C=3C=C(C(=CC13)F)F)C(COC2)NC)=O benzyl(2-((8,9-difluoro-1-(methylamino)-1,4-dihydro-2H-pyrano[3,4-c]isoquinolin-6-yl)amino)ethyl)carbamate